(2S,4R)-4-fluoro-1-[3-(3-methoxypyridin-2-yl)propanoyl]-N-[(S)-phenyl[4-(propan-2-yl)phenyl]methyl]pyrrolidine-2-carboxamide F[C@@H]1C[C@H](N(C1)C(CCC1=NC=CC=C1OC)=O)C(=O)N[C@H](C1=CC=C(C=C1)C(C)C)C1=CC=CC=C1